thietan-3-yl (4-cyclobutyl-3-cyclopentyl-1-methyl-1H-pyrazol-5-yl)carbamate C1(CCC1)C=1C(=NN(C1NC(OC1CSC1)=O)C)C1CCCC1